methyl 1'-[(2-chlorophenyl)methyl]-2-oxospiro[indoline-3,4'-piperidine]-5-carboxylate ClC1=C(C=CC=C1)CN1CCC2(CC1)C(NC1=CC=C(C=C12)C(=O)OC)=O